tert-butyl (2S,4S)-4-((3-amino-7-bromo-2,6-dichloro-8-fluoroquinolin-4-yl)amino)-2-(2-(tert-butoxy)-2-oxoethyl)piperidine-1-carboxylate NC=1C(=NC2=C(C(=C(C=C2C1N[C@@H]1C[C@H](N(CC1)C(=O)OC(C)(C)C)CC(=O)OC(C)(C)C)Cl)Br)F)Cl